4-Vinyl-cyclohexene C(=C)C1CC=CCC1